2,4-bis(2,4-dihydroxyphenyl)-6-(p-methoxyphenyl)-1,3,5-triazine OC1=C(C=CC(=C1)O)C1=NC(=NC(=N1)C1=C(C=C(C=C1)O)O)C1=CC=C(C=C1)OC